CC1=CC(=NN1CC1CC(C1)C(F)(F)F)N1CCN(CC1)CCN1CCOCC1 4-[2-[4-[5-methyl-1-[[3-(trifluoromethyl)cyclobutyl]methyl]pyrazol-3-yl]piperazin-1-yl]ethyl]morpholine